C1(=CC(=CC=C1)CN=C=O)CN=C=O meta-Xylylene Diisocyanate